C1N(CC2=CC=CC=C12)C(=O)NC(C(=O)O)CC1=CC=CC=C1 2-(1,3-dihydroisoindole-2-carbonylamino)-3-phenylpropanoic acid